N-(4-{[6-(5-Chloro-2-Fluorophenyl)-3-Methylpyridazin-4-yl]Amino}Pyridin-2-yl)-3-[4-(2,2,2-Trifluoroethyl)Piperazin-1-yl]Propanamid ClC=1C=CC(=C(C1)C1=CC(=C(N=N1)C)NC1=CC(=NC=C1)NC(CCN1CCN(CC1)CC(F)(F)F)=O)F